FC(C1=NC=CC(=C1)OCC(=O)OC(C)(C)C)(F)F tert-Butyl 2-((2-(trifluoromethyl)pyridin-4-yl)oxy)acetate